monophosphoric acid monohydroxide P(O)(O)(=O)O